O=C1N(CC2=CC(=CC=C12)C1=NC=CC(=C1)CN1C[C@H](CC1)C1=CC=CC=C1)C1C(NC(CC1)=O)=O 3-(1-oxo-5-(4-(((R)-3-phenylpyrrolidin-1-yl)methyl)pyridin-2-yl)isoindolin-2-yl)piperidine-2,6-dione